2,2,8,8-tetramethyl-1,9-Nonanediol CC(CO)(CCCCCC(CO)(C)C)C